(4-(5-amino-4-cyano-1-(6-(hydroxymethyl)tetrahydro-2H-pyran-3-yl)-1H-pyrazol-3-yl)benzyl)-5-fluoro-2-methoxybenzamide NC1=C(C(=NN1C1COC(CC1)CO)C1=CC=C(CC=2C(=C(C(=O)N)C=C(C2)F)OC)C=C1)C#N